NC=1N=C(C(=C2C1OC=C2)OCC2=CC=CC=C2)C(=O)OC methyl 7-amino-4-(benzyloxy)furo[2,3-c]pyridine-5-carboxylate